F[B-](F)(F)F.C(CCC)N1C=[N+](C=C1)C 1-butyl-3-methylimidazolium tetra-fluoro-borate